2-(2-chloro-6-fluorophenyl)-6-(4-ethyl-3-(hydroxymethyl)-5-oxo-4,5-dihydro-1H-1,2,4-triazol-1-yl)-7-fluoro-4-(1,1,1-trifluoropropan-2-yl)phthalazin-1(2H)-one ClC1=C(C(=CC=C1)F)N1C(C2=CC(=C(C=C2C(=N1)C(C(F)(F)F)C)N1N=C(N(C1=O)CC)CO)F)=O